1-[1-[4-(azetidin-3-yl)phenyl]pyrazol-3-yl]-3-[(4S)-8-chlorochroman-4-yl]urea N1CC(C1)C1=CC=C(C=C1)N1N=C(C=C1)NC(=O)N[C@H]1CCOC2=C(C=CC=C12)Cl